COC(C1=CC=CC=C1)=O.C1(=CC=C(C=C1)C1=C2C(=NNC2=CC=C1)C(=O)N)C=1CCCCC1 (4-(2',3',4',5'-tetrahydro-[1,1'-biphenyl]-4-yl)-1H-indazole-3-carboxamide) methylbenzoate